1-{6-chloro-2-[(1-cyclopropyl-5-methyl-1H-pyrazol-4-yl)amino]quinazolin-7-yl}piperidin-4-ol Methyl-3-(bromomethyl)-5-methylbenzoate CC1=C(C(=O)OC2CCN(CC2)C2=C(C=C3C=NC(=NC3=C2)NC=2C=NN(C2C)C2CC2)Cl)C=C(C=C1CBr)C